3-(1-(5-(2,4,5-Trifluoro-3-hydroxyphenyl)-1,2,4-oxadiazole-3-carbonyl)azetidin-3-yl)benzonitrile FC1=C(C=C(C(=C1O)F)F)C1=NC(=NO1)C(=O)N1CC(C1)C=1C=C(C#N)C=CC1